C(C)C=1C(NC2=CC(=NC=C2C1)CNC1CC(C1)NC1=CC=C(C=C1)F)=O 3-ethyl-7-(((3-((4-fluorophenyl)amino)cyclobutyl)amino)methyl)-1,6-naphthyridin-2(1H)-one